FC12CC3(CC(C4=C(C(C1)C3)C=CC=C4)C2)NC(NC2CCC(CC2)OC2=CC=C(C(=O)O)C=C2)=O 4-[((1r,4r)-4-(3-(9-fluoro-5,6,8,9,10,11-hexahydro-7H-5,9:7,11-dimethanobenzo[9]annulen-7-yl)ureido)cyclohexyl)oxy]benzoic acid